C(C)OC=1C=CC(=C(C1)C=1C=C2C(=NN(C2=CC1)C(C1=CC=CC=C1)(C1=CC=CC=C1)C1=CC=CC=C1)NC(=O)[C@H]1CN(CCC1)C(=O)OC(C)(C)C)F tert-Butyl (3R)-3-{[5-(5-ethoxy-2-fluorophenyl)-1-trityl-1H-indazol-3-yl]carbamoyl}piperidine-1-carboxylate